7-Fluoro-8-(6-methoxy-1-methylsulfonyl-1H-indol-4-yl)-1,4,4-trimethyl-9-(trifluoro-methyl)-5H-[1,2,4]triazolo[4,3-a]quinoxaline FC=1C=C2NC(C=3N(C2=C(C1C1=C2C=CN(C2=CC(=C1)OC)S(=O)(=O)C)C(F)(F)F)C(=NN3)C)(C)C